C(C)OC(/C=C/C1=CC=C(C=C1)CC(C)(O)C)OCC (E)-1-(4-(3,3-diethoxyprop-1-en-1-yl)phenyl)-2-methylpropan-2-ol